C(C)(C)N1CC2=NC=CC=C2C1=O 6-isopropyl-7H-pyrrolo[3,4-b]pyridin-5-one